C(C1=CC=CC=C1)OC(CC[C@@H](COS(=O)(=O)C)NC(=O)OC(C)(C)C)=O (4S)-4-(tert-Butoxycarbonylamino)-5-methylsulfonyloxy-pentanoic acid benzyl ester